N-(3,4-dihydroxy-9,10-dioxo-9,10-dihydroanthracen-2-yl)benzenesulfonamide OC=1C(=CC=2C(C3=CC=CC=C3C(C2C1O)=O)=O)NS(=O)(=O)C1=CC=CC=C1